ClC(C(F)(F)F)(CCl)F 2,3-dichloro-1,1,1,2-tetrafluoropropane